FC=1C=C(C=CC1OC1=CC=NC2=CC(=C(C=C12)OC)OCC1CCN(CC1)C)NC(=O)C1(CC1)C(=O)NC1=CC=C(C=C1)F N-{3-fluoro-4-[(6-(methyloxy)-7-{[(1-methylpiperidin-4-yl)methyl]oxy}quinolin-4-yl)oxy]phenyl}-N'-(4-fluorophenyl)cyclopropane-1,1-dicarboxamide